N-(3-methoxybenzyl)-3-(piperidin-1-ylmethyl)-N-(4-(pyrrolidin-1-yl)benzyl)aniline COC=1C=C(CN(C2=CC(=CC=C2)CN2CCCCC2)CC2=CC=C(C=C2)N2CCCC2)C=CC1